(R)-N-(5-fluoro-6-methoxy-8-methylisoquinolin-1-yl)-6-(5-methyl-1,3,4-thiadiazol-2-yl)-N-(piperidin-3-yl)nicotinamide FC1=C2C=CN=C(C2=C(C=C1OC)C)N(C(C1=CN=C(C=C1)C=1SC(=NN1)C)=O)[C@H]1CNCCC1